NC1=NC=CC2=C1N(C(N2[C@@H]2CN(CC(C2)(C)C)C(C(=C)F)=O)=O)C2=CC=C(C=C2)OC2=CC=CC=C2 (S)-4-amino-1-(1-(2-fluoroacryloyl)-5,5-dimethylpiperidin-3-yl)-3-(4-phenoxyphenyl)-1,3-dihydro-2H-imidazo[4,5-C]pyridin-2-one